C1(CC1)C=1C=C(N(N1)C)OC=1C=C(C#N)C=CC1C1=NC=CC(=C1)C(=O)N1CCNCC1 3-(5-cyclopropyl-2-methylpyrazol-3-yl)oxy-4-[4-(piperazine-1-carbonyl)pyridin-2-yl]benzonitrile